(3-((tert-butyldimethylsilyl)oxy)-4-iodo-1-methyl-1H-pyrazol-5-yl)methanol [Si](C)(C)(C(C)(C)C)OC1=NN(C(=C1I)CO)C